IC1=CN(C2=C1C=1N(C(=N2)N2CCC3(CC2)[C@@H](C2=CC=CC=C2C3)N[S@](=O)C(C)(C)C)C=CN1)COCC[Si](C)(C)C (R)-N-((S)-1'-(9-iodo-7-((2-(trimethylsilyl)ethoxy)methyl)-7H-imidazo[1,2-c]pyrrolo[3,2-e]pyrimidin-5-yl)-1,3-dihydrospiro[inden-2,4'-piperidin]-1-yl)-2-methylpropan-2-sulfinamide